ClC1=CC(=C(CN2C(=NC3=C2C=C(C(=C3)F)F)N3C[C@H]([C@@H](CC3)F)N)C=C1)F (3r,4r)-1-(1-(4-chloro-2-fluorobenzyl)-5,6-difluoro-1H-benzoimidazol-2-yl)-4-fluoro-3-piperidinamine